5-(bicyclo[2.2.2]oct-1-ylmethoxy)-2-chloropyridine C12(CCC(CC1)CC2)COC=2C=CC(=NC2)Cl